7-(4-(6-chlorobenzo[d]thiazole-2-yl)phenoxy)-N-hydroxyheptanamide ClC1=CC2=C(N=C(S2)C2=CC=C(OCCCCCCC(=O)NO)C=C2)C=C1